(R)-N-(pyrrolidin-3-yl)-4-(1H-pyrrolo[2,3-b]pyridin-3-yl)-5-(trifluoromethyl)pyrimidine-2-Amine N1C[C@@H](CC1)NC1=NC=C(C(=N1)C1=CNC2=NC=CC=C21)C(F)(F)F